(S)-2-(((benzyloxy)carbonyl)amino)-4-((2,2-difluoro-4-(5,6,7,8-tetrahydro-1,8-naphthyridin-2-yl)butyl)(2-methoxyethyl)amino)butanoic acid C(C1=CC=CC=C1)OC(=O)N[C@H](C(=O)O)CCN(CCOC)CC(CCC1=NC=2NCCCC2C=C1)(F)F